C(C)OC(=O)C1=C(C2=C(CCC3=CN(N=C23)CC2(COC2)F)O1)C 2-[(3-Fluorooxetan-3-yl)methyl]-8-methyl-4,5-dihydro-2H-furo[2,3-g]indazole-7-carboxylic acid ethyl ester